1-{[1-(4-chloro-3-fluorophenyl)-3-methyl-1H-1,2,4-triazol-5-yl]methyl}-3-{[1-(5-cyclopropylpyridin-3-yl)-1H-1,2,4-triazol-5-yl]methyl}urea ClC1=C(C=C(C=C1)N1N=C(N=C1CNC(=O)NCC1=NC=NN1C=1C=NC=C(C1)C1CC1)C)F